7-chloro-N-(4-(piperidin-1-ylmethyl)phenyl)quinolin-4-amine ClC1=CC=C2C(=CC=NC2=C1)NC1=CC=C(C=C1)CN1CCCCC1